3-((4,4-bis(octyloxy)butanoyl)oxy)-2-(((4-(((2-(pyrrolidin-1-yl)ethyl)carbamoyl)oxy)decanoyl)oxy)methyl)propyl (9Z,12Z)-octadeca-9,12-dienoate C(CCCCCCC\C=C/C\C=C/CCCCC)(=O)OCC(COC(CCC(OCCCCCCCC)OCCCCCCCC)=O)COC(CCC(CCCCCC)OC(NCCN1CCCC1)=O)=O